(1S)-2,2,2-trifluoro-1-methyl-ethylamine FC([C@H](C)N)(F)F